(5R,8S)-N-(5-bromo-2-fluoro-4-(trifluoromethyl)phenyl)-1-fluoro-6,7,8,9-tetrahydro-5H-5,8-epiminocyclohepta[c]pyridine-10-carboxamide BrC=1C(=CC(=C(C1)NC(=O)N1[C@@H]2CC[C@H]1CC=1C(=NC=CC12)F)F)C(F)(F)F